(cis)-tert-butyl-1-benzyl-3-oxohexahydro-1H-pyrrolo[3,2-c]pyridine-5(6H)-carboxylate C(C)(C)(C)OC(=O)N1C[C@H]2[C@@H](CC1)N(CC2=O)CC2=CC=CC=C2